2-benzyl 3-methyl (1R,5S)-4-(benzyloxy)-2-azabicyclo[3.2.0]heptane-2,3-dicarboxylate C(C1=CC=CC=C1)OC1C(N([C@@H]2CC[C@H]12)C(=O)OCC1=CC=CC=C1)C(=O)OC